(3R)-3-methyl-1,4-oxazinane C[C@@H]1COCCN1